1-(2-((1R,4S)-3-((6-methylpyridin-2-yl)carbamoyl)-2-azabicyclo[2.2.1]heptan-2-yl)-2-oxoethyl)-1H-indole-3-carboxamide CC1=CC=CC(=N1)NC(=O)C1N([C@@H]2CC[C@H]1C2)C(CN2C=C(C1=CC=CC=C21)C(=O)N)=O